COC(=O)C1(CC1)C(=O)O 1-(methoxycarbonyl)cyclopropane-1-carboxylic acid